ClC=1C=C(C=C(C1)Cl)N1C(NCC1=O)=O 3-(3,5-dichlorophenyl)-2,4-imidazolidindione